C(CC)C1=C(C(=CC(=C1)CCC)CCCC)O 2,4-dipropyl-6-butylphenol